(2R,4R)-N-{3-[2-(3,4-dichlorophenoxy)acetamido]bicyclo[1.1.1]pent-1-yl}-6,7-difluoro-4-hydroxy-3,4-dihydro-2H-1-benzopyran-2-carboxamide ClC=1C=C(OCC(=O)NC23CC(C2)(C3)NC(=O)[C@@H]3OC2=C([C@@H](C3)O)C=C(C(=C2)F)F)C=CC1Cl